N-(4-{8-oxatricyclo[7.4.0.02,7]trideca-1(9),2(7),3,5,10,12-hexaen-6-yl}phenyl)-[1,1'-biphenyl]-4-amine C1=2C=3C=CC=C(C3OC2C=CC=C1)C1=CC=C(C=C1)NC1=CC=C(C=C1)C1=CC=CC=C1